C(#N)[C@@H](C[C@@H]1C(NCCC1)=O)NC(=O)[C@@H]1N([C@@H]2CC([C@H]1CC2)(F)F)C(=O)C=2NC1=CC=CC(=C1C2)OC (1S,3R,4S)-N-((R)-1-cyano-2-((R)-2-oxopiperidin-3-yl)ethyl)-5,5-difluoro-2-(4-methoxy-1H-indole-2-carbonyl)-2-azabicyclo[2.2.2]octane-3-carboxamide